1,4-Cyclohexanedicarboxylic acid, 1,4-dimethyl ester C1(CCC(CC1)C(=O)OC)C(=O)OC